2-(4-(4-((R)-2-(3-Chloro-4-cyanophenyl)-3-meth-yl-2,8-diazaspiro[4.5]decan-8-yl)benzoyl)-piperazin-1-yl)-N-(3-((2,6-dioxopiperidin-3-yl)amino)phenyl)acetamide ClC=1C=C(C=CC1C#N)N1CC2(C[C@H]1C)CCN(CC2)C2=CC=C(C(=O)N1CCN(CC1)CC(=O)NC1=CC(=CC=C1)NC1C(NC(CC1)=O)=O)C=C2